2-(4-amino-1-methyl-pyrazolo[3,4-d]pyrimidin-3-yl)-3-chloro-N-methyl-1H-indole-6-carboxamide NC1=C2C(=NC=N1)N(N=C2C=2NC1=CC(=CC=C1C2Cl)C(=O)NC)C